C1(=CC=CC=C1)NS(=O)(=O)C1=CC=C(CN2C(NC3=CC=C(C=C3C2=O)[N+](=O)[O-])=O)C=C1 3-(4-phenylaminosulfonylbenzyl)-6-nitro-2,4(1H,3H)-quinazolinedione